3-(1-isobutylpyrazolo[4,3-c]pyridin-6-yl)-1H-pyrazol-4-amine C(C(C)C)N1N=CC=2C=NC(=CC21)C2=NNC=C2N